ClC1=CC2=C(N(C(N=C2)=O)C=2C(=NC=CC2C)C(C)C)N=C1C1=C(C=CC=C1)F 6-chloro-7-(2-fluorophenyl)-1-(2-isopropyl-4-methylpyridin-3-yl)pyrido[2,3-d]pyrimidin-2(1H)-one